NCCC1=C(C=CC(=C1)OC)CC(=O)O 2-(2-(2-aminoethyl)-4-methoxyphenyl)acetic acid